7-cyclopropyl-1-(4-(difluoromethoxy)phenyl)-3-(2-methyl-2H-indazol-5-yl)-2(1H)-quinoxalinone C1(CC1)C1=CC=C2N=C(C(N(C2=C1)C1=CC=C(C=C1)OC(F)F)=O)C1=CC2=CN(N=C2C=C1)C